C(C#CCCCC)O 2-Heptyn-1-ol